2-(4-((4-Isopropyl-2-oxo-1,2-dihydroquinolin-6-yl)methyl)-3,5-dimethylphenyl)-3,5-dioxo-2,3,4,5-tetrahydro-1,2,4-triazine-6-carbonitrile C(C)(C)C1=CC(NC2=CC=C(C=C12)CC1=C(C=C(C=C1C)N1N=C(C(NC1=O)=O)C#N)C)=O